1-(3-(((2,3-dihydroxy-2-(hydroxymethyl)propyl)amino)methyl)-azetidin-1-yl)-2-(4-(3-(1-(5-ethylpyrimidin-2-yl)piperidin-4-yl)propoxy)-2,6-difluorophenyl)ethan-1-one OC(CNCC1CN(C1)C(CC1=C(C=C(C=C1F)OCCCC1CCN(CC1)C1=NC=C(C=N1)CC)F)=O)(CO)CO